CC(C(=O)[O-])CC 2-Methyl-butyrate